BrC=1C=C(C=2N(C1)C=CN2)C(=O)O 6-bromoimidazo[1,2-A]pyridine-8-carboxylic acid